di-(3-octyl) phenyl phosphate P(=O)(OC(CC)CCCCC)(OC(CC)CCCCC)OC1=CC=CC=C1